BrC=1C=C(C=C(C1)F)C(C)N1C(C=C(C=C1)C=1C=C2C(=NNC2=CC1)C1=CC(=NC=C1)C)=O 1-(1-(3-bromo-5-fluorophenyl)ethyl)-4-(3-(2-methylpyridin-4-yl)-1H-indazol-5-yl)pyridin-2(1H)-one